trans-1-bromo-3-cyclobutanecarboxylic acid Br[C@@H]1C[C@H](C1)C(=O)O